OCCOC1=C(C=CC=C1)C(CC1=CC=C(C=C1)CC(C)C1=C(C=CC=C1)OCCO)C 1,4-bis[2-{(2-hydroxyethoxy)phenyl}propyl]benzene